CCCCCCCN=C=O n-heptyl isocyanate